C(C=C)(=O)OCCCN1C(CCC1)=O 3-(2-oxopyrrolidin-1-yl)propyl acrylate